N-(4-(4-amino-5-((R)-4-((S)-2-(methoxymethyl)pyrrolidine-1-carbonyl)cyclohex-1-en-1-yl)-7-methyl-7H-pyrrolo[2,3-d]pyrimidin-6-yl)phenyl)methacrylamide NC=1C2=C(N=CN1)N(C(=C2C2=CC[C@@H](CC2)C(=O)N2[C@@H](CCC2)COC)C2=CC=C(C=C2)NC(C(=C)C)=O)C